1-[[4-[2-[(2,6-dimethylpyrimidin-4-yl)amino]pyrazolo[1,5-a]pyridin-5-yl]-6-methyl-3-pyridyl]oxymethyl]cyclopropanecarbonitrile CC1=NC(=CC(=N1)NC1=NN2C(C=C(C=C2)C2=C(C=NC(=C2)C)OCC2(CC2)C#N)=C1)C